[Si](C)(C)(C(C)(C)C)OCC(N)C1=CC=CC=C1 2-((tert-butyldimethylsilyl)oxy)-1-phenylethan-1-amine